C(C)N1C(=NC=2N(C(N(C(C12)=O)C)=O)C)SC 7-ethyl-1,3-dimethyl-8-(methylthio)-1H-purine-2,6(3H,7H)-dione